NC1=NN2C(S1)=NC(=C2)C(C(=O)OCC)C ethyl 2-(2-aminoimidazo[2,1-b][1,3,4]thiadiazol-6-yl)propanoate